2-(di-tertbutylphosphino)-2',4',6'-triisopropyl-3,6-dimethoxy-1,1'-biphenyl C(C)(C)(C)P(C1=C(C(=CC=C1OC)OC)C1=C(C=C(C=C1C(C)C)C(C)C)C(C)C)C(C)(C)C